N,N-bis(2-hydroxyethyl)-3,5-dimethylbenzylamine OCCN(CCO)CC1=CC(=CC(=C1)C)C